3-(5-methyl-2-piperidyl)Cyclohexanol CC1CCC(NC1)C1CC(CCC1)O